4-hydroxy-N,N,2-trimethylbenzimidazole-6-formamide OC1=CC(=CC=2N=C(NC21)C)C(=O)N(C)C